2-(6-phenylimidazo[1,5-a]pyridin-5-yl)acetic acid C1(=CC=CC=C1)C=1C=CC=2N(C1CC(=O)O)C=NC2